methyl (2R)-2-hydroxypropionate O[C@@H](C(=O)OC)C